N1(CCC1)C1=C(C=CC(=C1)F)N1N=C(C=C1C1=CC(=CC=C1)OC1CC1)COC(C(=O)O)(C)C 2-([1-[2-(Azetidin-1-yl)-4-fluorophenyl]-5-(3-cyclopropoxyphenyl)-1H-pyrazol-3-yl]methoxy)-2-methylpropanoic acid